COCC(C)(C)N1N=CC(=C1B1OC(C(O1)(C)C)(C)C)C 1-(1-methoxy-2-methylpropan-2-yl)-4-methyl-5-(4,4,5,5-tetramethyl-1,3,2-dioxaborolan-2-yl)-1H-pyrazole